C(C)(C)(C)OC(=O)N[C@H](CC1=C(C2=NC(=C(C(=C2O1)N(C(OC(C)(C)C)=O)CC=1SC=CC1)F)Cl)C#CC)C tert-butyl N-{2-[(2S)-2-[(tert-butoxycarbonyl)amino]propyl]-5-chloro-6-fluoro-3-(prop-1-yn-1-yl)furo[3,2-b]pyridin-7-yl}-N-(thiophen-2-ylmethyl)carbamate